Lead-lithium [Li].[Pb]